C(S(=O)(=O)OC(=O)OC)S(=O)(=O)OC methoxycarbonyl methyl methanedisulfonate